ClCCCCCCOCCOCCNC(=O)C1=CC=C2C(C(C3(C4=CC=C(C=C4OC=4C=C(C=CC34)N3CC(C3)O)N3CC(C3)O)C2=C1)=[N+]=[N-])=O N-(2-(2-((6-chlorohexyl)oxy)ethoxy)ethyl)-2-diazo-3',6'-bis(3-hydroxyazetidin-1-yl)-3-oxo-2,3-dihydrospiro[indene-1,9'-xanthene]-6-carboxamide